((3R,4R)-4-(((6-(cyclopropyl(2-fluoro-4-(1H-pyrazol-1-yl)benzyl)amino)-5-fluoropyrimidin-4-yl)amino)methyl)-3-hydroxypiperidin-1-yl)acetamide C1(CC1)N(C1=C(C(=NC=N1)NC[C@@H]1[C@H](CN(CC1)CC(=O)N)O)F)CC1=C(C=C(C=C1)N1N=CC=C1)F